ClC=1N=CC2=C(N1)N(C(=C2)C(=O)N(C)C)C2=CC=C1C(CCC3(C1=C2)CC3)N(C)C 2-chloro-7-(4'-(dimethylamino)-3',4'-dihydro-2'H-spiro[cyclopropane-1,1'-naphthalen]-7'-yl)-N,N-dimethyl-7H-pyrrolo[2,3-d]pyrimidine-6-carboxamide